C(C)(C)C1=C(NC2=CC=C(C=C12)C1CN(C1)C1COC1)C=1C(=C(C=2N(C1)C=NN2)C)C 6-(3-Isopropyl-5-(1-(oxetan-3-yl)azetidin-3-yl)-1H-indol-2-yl)-7,8-dimethyl-[1,2,4]triazolo[4,3-a]pyridin